5-chloroimidazo[1,2-c]-pyrimidine ClC1=NC=CC=2N1C=CN2